3-(Dimethylamino)-[(1s,4s)-4-(2-{[4-(4-methylpiperazin-1-yl)phenyl]amino}-7-oxo-5-[2-(triisopropylsilyl)ethynyl]pyrido[2,3-d]pyrimidin-8-yl)cyclohexyl]propanamide CN(CC(C(=O)N)C1CCC(CC1)N1C(C=C(C2=C1N=C(N=C2)NC2=CC=C(C=C2)N2CCN(CC2)C)C#C[Si](C(C)C)(C(C)C)C(C)C)=O)C